2-amino-3-hydroxy-2-methylpropanoic acid NC(C(=O)O)(CO)C